OC1CC(NC1)C(=O)NCC1=C(C=C(C=C1)C1=C(N=CS1)C)OC1CCC(CC1)CO 4-hydroxy-N-(2-(((1R,4S)-4-(hydroxymethyl)cyclohexyl)oxy)-4-(4-methylthiazol-5-yl)benzyl)pyrrolidine-2-carboxamide